OC=1C=C(OC=2C=C(C=C(C2)C)O)C=C(C1)C 3-(3-hydroxy-5-methylphenoxy)-5-methylphenol